COC1=C(C=NC2=C1N(C=1C=CC(=CC21)C=C)CC(F)(F)F)C(=O)O 4-methoxy-5-(2,2,2-trifluoroethyl)-8-vinyl-pyrido[3,2-b]indole-3-carboxylic acid